4-((6-(2,2,2-trifluoroethyl)quinazolin-4-yl)amino)piperidin FC(CC=1C=C2C(=NC=NC2=CC1)NC1CCNCC1)(F)F